BrC1=NC(=CC(=C1C)[N+](=O)[O-])Br 2,6-dibromo-3-methyl-4-nitropyridine